NC=1NC(C=2N(C(N(C2N1)[C@@H]1O[C@@H](C[C@H]1O)CO)=O)CC1=CSC=C1)=O 2-amino-9-((2R,3R,5S)-3-hydroxy-5-(hydroxymethyl)tetrahydrofuran-2-yl)-7-(thiophen-3-ylmethyl)-7,9-dihydro-1H-purine-6,8-dione